6-Amino-3-((1S,3R)-3-(3-amino-5-methyl-1H-1,2,4-triazol-1-yl)-4'-chloro-1',2'-dihydrospiro[cyclopentane-1,3'-pyrrolo[2,3-b]pyridin]-5'-yl)-2-fluoro-N,N-dimethylbenzamide NC1=CC=C(C(=C1C(=O)N(C)C)F)C=1C(=C2C(=NC1)NC[C@@]21C[C@@H](CC1)N1N=C(N=C1C)N)Cl